N1=CC(=CC=C1)/C=C/C(=O)O trans-3-(3-pyridyl)propenoic acid